N1(C=NC2=C1C=CC=C2)C=2C=C(C=C(C2)C2=C(C=C(C=C2C)C)C)O 5-(1H-benzimidazol-1-yl)-2',4',6'-trimethyl-[1,1'-biphenyl]-3-ol